NC(CN1C(=C(C=C1)F)C(=O)OCC)=O ethyl 1-(2-amino-2-oxoethyl)-3-fluoro-1H-pyrrole-2-carboxylate